N1=CN=CC(=C1)NC=1C(C(C1NCC1=NC=C(C=C1)C1=NOC(=N1)C(F)(F)F)=O)=O (pyrimidin-5-ylamino)-4-(((5-(5-(trifluoromethyl)-1,2,4-oxadiazol-3-yl)pyridin-2-yl)methyl)amino)cyclobut-3-ene-1,2-dione